5-(5-bromo-2-methylphenyl)-1,3-cyclohexanedione BrC=1C=CC(=C(C1)C1CC(CC(C1)=O)=O)C